COC1=C(C=CC(=C1)C)OC(CCC1=CC=C(C=C1)Cl)=O 3-(4-chlorophenyl)propionic acid 2-methoxy-4-methylphenyl ester